C(C)C1N(C(C2=CC(=C(C=C12)OC)OC)=O)C1=NC(=CC=C1)C1=NC=CC=N1 3-ethyl-5,6-dimethoxy-2-(6-(pyrimidin-2-yl)pyridin-2-yl)isoindolin-1-one